C(CCCC\C=C/C\C=C/C\C=C/CCCCC)(=O)N[C@@H](CC1=CNC=N1)C(=O)O γ-linolenoyl-histidine